(E)-N-(5-(isobutoxyimino)-5,6,7,8-tetrahydronaphthalen-2-yl)acrylamide C(C(C)C)O\N=C/1\C=2C=CC(=CC2CCC1)NC(C=C)=O